rel-N-[(3S,4R)-7-ethyl-6-oxo-4-({[(1s,4S)-4-phenylcyclohexyl]oxy}methyl)-1,3,4,6-tetrahydro-2H-quinolizin-3-yl]ethanesulfonamide C(C)C=1C(N2[C@H]([C@H](CCC2=CC1)NS(=O)(=O)CC)COC1CCC(CC1)C1=CC=CC=C1)=O |o1:5,6|